NC=1C=C(OCCCCCCCCCOC2=CC(=CC=C2)N)C=CC1 1,9-di(3-aminophenoxy)nonane